C1=C(C=CC2=CC=CC=C12)CC(C#N)C1=CC=CC=C1 3-(naphthalen-2-yl)-2-phenylpropionitrile